3-methyl-4-(trifluoromethyl)bromobenzene CC=1C=C(C=CC1C(F)(F)F)Br